tert-butyl N-[3-[4-[(E)-benzylideneamino]cyclohexoxy]propyl]-N-methyl-carbamate C(/C1=CC=CC=C1)=N\C1CCC(CC1)OCCCN(C(OC(C)(C)C)=O)C